(6S)-6-amino-3-(2-hydroxyphenyl)-5H,7H,8H,9H-pyridazino[3,4-b]Indole N[C@@H]1CC=2C3=C(NC2CC1)N=NC(=C3)C3=C(C=CC=C3)O